tert-Butyl 4-((4-chlorophenyl)(hydroxy)methyl)piperidine-1-carboxylate ClC1=CC=C(C=C1)C(C1CCN(CC1)C(=O)OC(C)(C)C)O